tert-butyl (3-(((4-((1-(tert-butyl)-3-((1S,3R)-3-((tert-butyldimethylsilyl)oxy)cyclopentyl)-1H-pyrazol-5-yl)amino)pyridin-2-yl)oxy)methyl)bicyclo[1.1.1]pentan-1-yl)carbamate C(C)(C)(C)N1N=C(C=C1NC1=CC(=NC=C1)OCC12CC(C1)(C2)NC(OC(C)(C)C)=O)[C@@H]2C[C@@H](CC2)O[Si](C)(C)C(C)(C)C